sulfonyl-silane acetate C(C)(=O)O.S(=O)(=O)=[SiH2]